C1(CC1)N1[C@@H]([C@@H](N(C[C@@H]1C)C1=NC(=NC=C1)C1=CN=C2N1C=C(C=C2)C(F)(F)F)C)CNS(=O)(=O)C N-(((2R,3S,6S)-1-cyclopropyl-3,6-dimethyl-4-(2-(6-(trifluoromethyl)imidazo[1,2-a]pyridin-3-yl)pyrimidin-4-yl)piperazin-2-yl)methyl)methanesulfonamide